C=1N=CN2C1COCC2 5,6-Dihydro-8H-imidazo[5,1-c][1,4]oxazin